(2-amino-5-cyclopropylpyridin-3-yl)methanol NC1=NC=C(C=C1CO)C1CC1